C(C)N(C(C1=C(C=CC(=C1)F)OC1=C(N=CN=N1)N1CC2(CN(C2)C(C(C)C)CCCO)CC1)=O)C(C)C N-ethyl-5-fluoro-2-((5-(2-(6-hydroxy-2-methylhexan-3-yl)-2,6-diazaspiro[3.4]octan-6-yl)-1,2,4-triazin-6-yl)oxy)-N-isopropylbenzamide